O1C(=CC=C1C(=O)O)C(=O)O.CC1=C(C=CC=C1)C 1,2-dimethylbenzene 2,5-furandicarboxylate